tert-butyl 2-(1-(1-((1s,4s)-4-isopropylcyclohexyl)piperidin-4-yl)-2-oxoindolin-3-ylidene)acetate C(C)(C)C1CCC(CC1)N1CCC(CC1)N1C(C(C2=CC=CC=C12)=CC(=O)OC(C)(C)C)=O